CC1=C(OC=2CCC3=CN(N=C3C21)CC2COC2)C(=O)O 8-methyl-2-[(oxetan-3-yl)methyl]-4,5-dihydro-2H-furo[2,3-g]indazole-7-carboxylic acid